ClC=1C=C(C=CC1C)CC(=O)NCC=1SC=C2C1CN(C2=O)C2C(NC(CC2)=O)=O 2-(3-chloro-4-methylphenyl)-N-((5-(2,6-dioxopiperidin-3-yl)-4-oxo-5,6-dihydro-4H-thieno[3,4-c]pyrrol-1-yl)methyl)acetamide